FC1=CC(=CC=2OC3(CC3)C(N(C21)C)=O)C2NC[C@H](CC2)C 5-fluoro-4-methyl-7-((5S)-5-methylpiperidin-2-yl)spiro[benzo[b][1,4]oxazine-2,1'-cyclopropan]-3(4H)-one